1-{4-[7-[((R)-Cyclopropyl-quinolin-3-yl-methyl)-amino]-1-(1-ethyl-propyl)-1H-pyrazolo[4,3-d]pyrimidin-5-yl]-piperazin-1-yl}-ethanon C1(CC1)[C@H](C=1C=NC2=CC=CC=C2C1)NC=1C2=C(N=C(N1)N1CCN(CC1)C(C)=O)C=NN2C(CC)CC